4-(4-((5-methoxy-7-methyl-1H-indol-4-yl)methyl)-1,7-dimethyl-1,4-diazepan-5-yl)benzoic acid COC=1C(=C2C=CNC2=C(C1)C)CN1CCN(C(CC1C1=CC=C(C(=O)O)C=C1)C)C